CC=1C(=NC(=NC1)NC1=CC=C(C=C1)OCCCN1CCOCC1)NC1=CC(=CC=C1)S(=O)(=O)N1CCOCC1 5-methyl-N2-(4-(3-morpholinopropoxy)phenyl)-N4-(3-(morpholinosulfonyl)phenyl)pyrimidine-2,4-diamine